C1(C=CC=C1)C1=CC=C(C=C1)OC monocyclopentadienyl-anisole